CC1(CC1)NC(O[C@H]1C[C@H](CC1)C=1C=NC(=NC1)NC1CCN(CC1)S(N)(=O)=O)=O |r| rac-(1R,3S)-3-{2-[(1-sulfamoylpiperidin-4-yl)amino]pyrimidin-5-yl}cyclopentyl N-(1-methylcyclopropyl)carbamate